5-bromo-4-methoxy-7-methyl-2H-indazole BrC1=C(C2=CNN=C2C(=C1)C)OC